OC(C)C1=C2C=C(C(=NC2=CC(=C1)C)C#N)C1=CC(N(C=C1)C)=O 5-(1-hydroxyethyl)-7-methyl-3-(1-methyl-2-oxo-1,2-dihydropyridin-4-yl)quinoline-2-carbonitrile